N-((1S)-(4,4-difluorocyclohexyl)(7-formyl-6-(((5R)-2-oxo-5-(trifluoromethyl)piperidin-3-yl)methyl)imidazo[1,2-b]pyridazin-2-yl)methyl)-1-ethyl-1H-pyrazole-5-carboxamide FC1(CCC(CC1)[C@H](NC(=O)C1=CC=NN1CC)C=1N=C2N(N=C(C(=C2)C=O)CC2C(NC[C@@H](C2)C(F)(F)F)=O)C1)F